7-((adamantan-1-yl)(methyl)amino)-N-(3-(2,6-dioxopiperidin-3-yl)-1-methyl-1H-indazol-7-yl)heptylamide C12(CC3CC(CC(C1)C3)C2)N(C(CCCCCC[NH-])C=2C=CC=C3C(=NN(C23)C)C2C(NC(CC2)=O)=O)C